8-(4-cyano-3-fluorophenyl)-N-methyl-6,9-dioxo-5-(4-(trifluoromethyl)benzyl)-2,5,8-triazaspiro[3.5]nonane-2-carboxamide C(#N)C1=C(C=C(C=C1)N1CC(N(C2(CN(C2)C(=O)NC)C1=O)CC1=CC=C(C=C1)C(F)(F)F)=O)F